C(C1=CC=CC=C1)OC1=NOC(=C1)CC(=O)OCC 2-Ethyl 2-(3-(benzyloxy)isoxazol-5-yl)acetate